N-[6-[8-(difluoromethyl)-2-methyl-imidazo[1,2-B]pyridazin-6-yl]-8-fluoro-imidazo[1,2-a]pyridin-2-yl]-1-isopropyl-azetidine-3-carboxamide FC(C=1C=2N(N=C(C1)C=1C=C(C=3N(C1)C=C(N3)NC(=O)C3CN(C3)C(C)C)F)C=C(N2)C)F